(1S,4s)-4-(2-fluoro-4-methoxy-5-(((1S,2R,3S,4R)-3-((3-(pentafluoro-λ6-sulfaneyl)phenyl)carbamoyl)bicyclo[2.2.1]heptan-2-yl)carbamoyl)phenoxy)cyclohexane-1-carboxylic acid FC1=C(OC2CCC(CC2)C(=O)O)C=C(C(=C1)OC)C(N[C@@H]1[C@H]2CC[C@@H]([C@@H]1C(NC1=CC(=CC=C1)S(F)(F)(F)(F)F)=O)C2)=O